C(#N)C=1C=NN2C1C(=NC(=C2)C=2C=NN(C2)C)C=2C=CC(=NC2)N2CCN(CC2)C(=O)[C@@H]2CN(CC2)C(=O)OC(C)(C)C tert-butyl (S)-3-(4-(5-(3-cyano-6-(1-methyl-1H-pyrazol-4-yl)pyrazolo[1,5-a]pyrazin-4-yl)pyridin-2-yl)piperazine-1-carbonyl)pyrrolidine-1-carboxylate